2'-Ethyl-4-(1-(5-fluoropyridinoyl)pyrrolidin-3-yl)biphenyl-3-carboxylic acid C(C)C1=C(C=CC=C1)C1=CC(=C(C=C1)C1CN(CC1)C(=O)C1=NC=C(C=C1)F)C(=O)O